[C@H](C)(CC)[C@H]1C(NC2=C(N1C(=O)C1=CN(C(C=C1)=O)C)N=CC=C2)=O (S)-3-((S)-sec-butyl)-4-(1-methyl-6-oxo-1,6-dihydropyridine-3-carbonyl)-3,4-dihydropyrido[2,3-b]pyrazin-2(1H)-one